2-amino-9-((2R,3R,5S)-3-hydroxy-5-(hydroxymethyl)tetrahydrofuran-2-yl)-7-(2-oxo-2-(pyrrolidin-1-yl)ethyl)-7,9-dihydro-8H-purin-8-one NC1=NC=C2N(C(N(C2=N1)[C@@H]1O[C@@H](C[C@H]1O)CO)=O)CC(N1CCCC1)=O